(rac)-7-bromo-1-methyl-2-oxo-4-[4-phenylazepan-1-yl]-1,2-dihydroquinoline-3-carboxamide BrC1=CC=C2C(=C(C(N(C2=C1)C)=O)C(=O)N)N1CC[C@@H](CCC1)C1=CC=CC=C1 |r|